N1=CC=CC2=C1N(C1=CC=CC=C21)C=2C(=C(C(=C(C2C2=CC=CC=C2)C#N)N2C1=C(C3=CC=CC=C23)C=CC=N1)N1C2=C(C3=CC=CC=C13)C=CC=N2)C#N tris(9H-pyrido[2,3-b]indol-9-yl)-[1,1'-biphenyl]-2,5-dicarbonitrile